3-chloro-N-[5-(5-fluoro-1H-benzimidazol-2-yl)-1-methyl-pyrazol-3-yl]-4-(2-methoxyethoxy)benzamide ClC=1C=C(C(=O)NC2=NN(C(=C2)C2=NC3=C(N2)C=CC(=C3)F)C)C=CC1OCCOC